(S or R)-2-(3-(2-(((R)-((R)-2,3-dihydro-1H-pyrido[2,3-b][1,4]thiazin-3-yl)(phenyl)methyl)amino)ethyl)phenyl)propanoic acid N1C2=C(S[C@H](C1)[C@@H](C1=CC=CC=C1)NCCC=1C=C(C=CC1)[C@@H](C(=O)O)C)N=CC=C2 |o1:22|